ClC1=CC(=C(C=C1)C(C(=O)O)NC1=CC(=CC(=C1)OC)OCCO)F 2-(4-chloro-2-fluorophenyl)-2-((3-(2-hydroxyethoxy)-5-methoxyphenyl)amino)acetic acid